ClC1=CC=C(C(=N1)SC)N[C@H](C)C1=CC(=CC=2C(C(=C(OC21)C2=CC=CC=C2)C)=O)C 8-[(1R)-1-[(6-chloro-2-methylsulfanyl-3-pyridinyl)amino]ethyl]-3,6-dimethyl-2-phenyl-benzopyran-4-one